6-chloro-7-(2,3-dihydrobenzofuran-5-yl)-3-((4-hydroxypiperidin-4-yl)methyl)-3,7-dihydro-4H-pyrrolo[2,3-d]pyrimidin-4-one ClC1=CC2=C(N=CN(C2=O)CC2(CCNCC2)O)N1C=1C=CC2=C(CCO2)C1